BrC=1C(=C(C[C@@H]2N(CC3(CC3)[C@@H]2NS(=O)(=O)CC)C(=O)OC(C)(C)C)C=CC1)F tert-butyl (6S,7S)-6-(3-bromo-2-fluorobenzyl)-7-(ethylsulfonamido)-5-azaspiro[2.4]heptane-5-carboxylate